CNC(=O)C1=CC(=CN(C1=O)[C@H](C)C1=C(C=CC=C1)C)C(=O)O |r| rac-5-(methylcarbamoyl)-6-oxo-1-(1-(o-tolyl)ethyl)-1,6-dihydropyridine-3-carboxylic acid